C(CCC)(=O)OC(CCC=C(C)C)(C)C=C 1-vinyl-1,5-dimethyl-4-hexenyl butyrate